C(C1=CC=CC=C1)[C@](C(=O)O)(O)C benzyl-L-lactic acid